Chloro{5-(ethylsulfanyl)-1-methyl-4-[3-methyl-6-(trifluoromethyl)-3H-imidazo[4,5-b]pyridin-2-yl]-1H-imidazol-2-yl}zinc lithium chloride [Cl-].[Li+].Cl[Zn]C=1N(C(=C(N1)C1=NC=2C(=NC=C(C2)C(F)(F)F)N1C)SCC)C